OCC=1C=C(C=CC1)C=1C=C(C=CC1)[C@@H](C)NC(C1=C(C=CC(=C1)N1CCN(CC1)C)C)=O N-[(1R)-1-[3-[3-(Hydroxymethyl)phenyl]phenyl]ethyl]-2-methyl-5-(4-methylpiperazin-1-yl)benzamide